4,4',4''-((1,3,5-triazine-2,4,6-triyl)tris(azanediyl))triphenol N1=C(N=C(N=C1NC1=CC=C(C=C1)O)NC1=CC=C(C=C1)O)NC1=CC=C(C=C1)O